ClC1=C(CC2=CC3=C(NC(CO3)=O)C=C2)C=C(C=C1)[C@@H]1O[C@@H]([C@H]([C@@H]([C@H]1O)O)O)CO 7-[2-Chloro-5-((2S,3R,4R,5S,6R)-3,4,5-trihydroxy-6-hydroxymethyl-tetrahydro-pyran-2-yl)-benzyl]-4H-benzo[1,4]oxazin-3-one